beta-Glucosamine O[C@H]1[C@H](N)[C@@H](O)[C@H](O)[C@H](O1)CO